C1CNCCC12NCCCCCCC(CC(OC2)=O)=O 17-oxa-3,7-diazaspiro[5.12]octadecane-14,16-dione